N,N-diethylcarbamothioyl chloride C(C)N(C(=S)Cl)CC